ClC(C(C(C)(C)C)=O)Cl 1,1-dichloro-3,3-dimethyl-2-butanone